3-Chloro-propane-1-sulfonic acid (2-ethyl-3-{[4-(4-fluoro-phenyl)-thiazol-2-yl]-methyl-amino}-imidazo[1,2-a]pyridin-6-yl)-amide C(C)C=1N=C2N(C=C(C=C2)NS(=O)(=O)CCCCl)C1N(C)C=1SC=C(N1)C1=CC=C(C=C1)F